(2S)-1,4-bis[2-(4-chloro-3-fluorophenoxy)acetamido]bicyclo[2.2.2]octan-2-yl 4-{[bis(benzyloxy)phosphoryl]oxy}butanoate C(C1=CC=CC=C1)OP(=O)(OCC1=CC=CC=C1)OCCCC(=O)O[C@@H]1C2(CCC(C1)(CC2)NC(COC2=CC(=C(C=C2)Cl)F)=O)NC(COC2=CC(=C(C=C2)Cl)F)=O